C(C)(C)OC(C=CC1=CC=C(C=C1)OC)=O p-methoxycinnamic acid isopropyl ester